NC1=C(C=2C(=NC(=C(C2)C)C)N1C=1C(=NC=C(C1C)OC)C)C#N 2-amino-1-(5-methoxy-2,4-dimethyl-3-pyridyl)-5,6-dimethyl-pyrrolo[2,3-b]pyridine-3-carbonitrile